ClC1=CC=C2C(=NC=NC2=C1)NNC(C)C=1C=C(C=CC1)CN(C)C 1-(3-(1-(2-(7-Chloroquinazolin-4-yl)hydrazino)ethyl)phenyl)-N,N-dimethylmethylamine